(R)-(5-fluoro-2-(2-methoxy-7-methylquinoxalin-5-yl)-8,8-dimethyl-7,8-dihydrobenzofuro[5,4-d]thiazol-7-yl)methanol FC1=CC=2N=C(SC2C=2C([C@@H](OC21)CO)(C)C)C2=C1N=CC(=NC1=CC(=C2)C)OC